CN1N=C2C(NC(C(=C2N[C@@H](C(C)C)C2=NC=CC=N2)C2=NC3=C(N2)C=C(C=C3)C(=O)N)=O)=C1 (S)-2-(2-methyl-7-((2-methyl-1-(pyrimidin-2-yl)propyl)amino)-5-oxo-4,5-dihydro-2H-pyrazolo[4,3-b]pyridin-6-yl)-1H-benzo[d]imidazole-6-carboxamide